ClC(C(=O)OC(C)(C)O)=C 1-hydroxy-1-methylethyl α-chloroacrylate